alpha-[methoxyimino]-N-methyl-2-[[[1-[3-(trifluoromethyl)phenyl]ethoxy]imino]methyl]phenylacetamide CON=C(C(=O)NC)C1=C(C=CC=C1)C=NOC(C)C1=CC(=CC=C1)C(F)(F)F